2-((Z)-(N'-methoxycarbamimidoyl)pyridin-4-yl)-4,5-dimethyl-5-(trifluoromethyl)tetrahydrofuran-2-carboxamide tert-Butyl-4-((5,6-difluoro-1H-indol-2-yl)carbonyl)piperazine-1-carboxylate C(C)(C)(C)OC(=O)N1CCN(CC1)C(=O)C=1NC2=CC(=C(C=C2C1)F)F.CO\N=C(/N)\C1=NC=CC(=C1)C1(OC(C(C1)C)(C(F)(F)F)C)C(=O)N